N1=CC(=CC=C1)C#CC1=CC=C(OC2=C(N=NN2)C(=O)O)C=C1 5-(4-(pyridin-3-ylethynyl)phenoxy)-1H-1,2,3-triazole-4-carboxylic acid